C(C)(=O)C1=CC(=NN1CCNC(OC(C)(C)C)=O)Br tertbutyl (2-(5-acetyl-3-bromo-1H-pyrazol-1-yl)ethyl)carbamate